methyl 2-(3,4-dimethoxyphenethyl)benzoate COC=1C=C(CCC2=C(C(=O)OC)C=CC=C2)C=CC1OC